FC=1C=C(C=C(C1)F)C1CCC(CC1)O 4-(3,5-difluorophenyl)cyclohexanol